ClC=1C=C(C=CC1F)NC(=O)NCC1=CN=C(C2=CC=CC=C12)OC (S)-1-(3-chloro-4-fluorophenyl)-3-((1-methoxyisoquinolin-4-yl)methyl)urea